C(#C)C1CCN(CC1)C(=O)OCC1=CC=CC=C1 Benzyl 4-ethynylpiperidine-1-carboxylate